C1(CC1)OC1=CC=C(N=N1)C=1C(=CC(=C(C1)NC(=O)C=1C=NN2C1C=CC(=C2)F)C)F N-[5-(6-cyclopropyloxypyridazin-3-yl)-4-fluoro-2-methylphenyl]-6-fluoropyrazolo[1,5-a]pyridine-3-carboxamide